N-(2-fluoro-4-(oxetan-3-yl)phenyl)-2-(3-(4-fluorophenyl)-5-isopropylisoxazol-4-yl)thiazole-4-carboxamide FC1=C(C=CC(=C1)C1COC1)NC(=O)C=1N=C(SC1)C=1C(=NOC1C(C)C)C1=CC=C(C=C1)F